ClC=1C(N(C(=CC1OCC1=NC=C(C=C1F)F)C)C1=CC(=NC=C1C)C1=NC(=NC=C1)C(C(=O)OCC)(C)C)=O ethyl 2-(4-(3-chloro-4-((3,5-difluoropyridin-2-yl) methoxy)-5',6-dimethyl-2-oxo-2H-[1,4'-bipyridyl]-2'-yl) pyrimidin-2-yl)-2-methylpropionate